N1=C(C=CC=C1)C(=O)C1=C(C=CC=C1Br)Br 2,6-dibromophenyl pyridyl ketone